COCCN1C[C@H]([C@@H](C1)C1=CC=CC=C1)NC(N)=O 3-((3S,4R)-1-(2-methoxyethyl)-4-phenylpyrrolidin-3-yl)urea